ClC1=C(C(=O)NC2=CC(=NN2C2=CC=CC=C2)C(=O)NCC2(CCNCC2)O)C=C(C(=C1)Cl)C1=NC=CC=C1 5-(2,4-Dichloro-5-(pyridin-2-yl)benzamido)-N-((4-hydroxypiperidin-4-yl)methyl)-1-phenyl-1H-pyrazole-3-carboxamide